(E)-3-(2-Methyl-4-neopentylphenyl)propenal CC1=C(C=CC(=C1)CC(C)(C)C)/C=C/C=O